NCC(=O)ON1CN=CN=C1 5-aminoacetoxys-triazine